OC=1C=C(C=C(C1)O)OB(O)O 3,5-dihydroxyphenylboric acid